N1-(2-((2-(2,6-dioxopiperidin-3-yl)-1,3-dioxoisoindolin-4-yl)amino)ethyl)-N4-(2-(((S)-2-methylpyrrolidin-1-yl)methyl)-1H-benzo[d]imidazol-5-yl)terephthalamide O=C1NC(CCC1N1C(C2=CC=CC(=C2C1=O)NCCNC(C1=CC=C(C(=O)NC2=CC3=C(NC(=N3)CN3[C@H](CCC3)C)C=C2)C=C1)=O)=O)=O